CCCCN1C=CN=C1 butylimidazole